1-benzyl-3-(naphthalen-2-yl)-1H-pyrazolo[3,4-d]pyrimidin-4-amine C(C1=CC=CC=C1)N1N=C(C=2C1=NC=NC2N)C2=CC1=CC=CC=C1C=C2